disodium {(5Z)-5-[(4-chlorobenzoyl)imino]-2-[(4-chlorophenyl)methyl]-3-oxo-1,2,4-thiadiazolidin-4-yl}methyl phosphate P(=O)(OCN/1C(N(S\C1=N/C(C1=CC=C(C=C1)Cl)=O)CC1=CC=C(C=C1)Cl)=O)([O-])[O-].[Na+].[Na+]